4-Hydroxy-3-eicosanoyl-6-methyl-2H-pyran-2-one OC1=C(C(OC(=C1)C)=O)C(CCCCCCCCCCCCCCCCCCC)=O